7-cyano-4,6,6a,7,8,9-hexahydroindolo[4,3-fg]quinoline-9-carboxylate C(#N)N1CC(C=C2C3=C4C(CC12)=CNC4=CC=C3)C(=O)[O-]